C[C@H]1[C@@H](C(N(C1)C1CCN(CC1)C1=NC=C(C=N1)C(F)(F)F)=O)OC[C@H](C)NC1=C(C(NN=C1)=O)C(F)(F)F 5-(((S)-1-(((3S,4R)-4-methyl-2-oxo-1-(1-(5-(trifluoromethyl)pyrimidin-2-yl)piperidin-4-yl)pyrrolidin-3-yl)oxy)propan-2-yl)amino)-4-(trifluoromethyl)pyridazin-3(2H)-one